6-Chloropyridine-3-carboxylic Acid Dodecylamide C(CCCCCCCCCCC)NC(=O)C=1C=NC(=CC1)Cl